ClC=1C=C(CN2CC=3C(N(C=4N(C3CC2)C=CN4)CC4=CC2=C(OCO2)C=C4)=O)C=CC1 7-(3-chlorobenzyl)-4-([1,3]benzodioxol-5-ylmethyl)-6,7,8,9-tetrahydroimidazo[1,2-a]pyrido[3,4-e]pyrimidine-5(4H)-one